C(C1=CC=CC=C1)OC1=C(C(=O)N(CC)CC2=CC=C(C(=O)OC)C=C2)C=C(C(=C1)OCC1=CC=CC=C1)C(C)C methyl 4-((2,4-bis(benzyloxy)-N-ethyl-5-isopropylbenzamido)methyl)benzoate